C1(=CC=CC=C1)C(CC#C)(O)C1=CC=CC=C1 1,1-diphenyl-3-butynol